FC=1C=C(C=C(C1)F)[C@@H]1CC[C@H]2OC3(C(N21)=O)CCN(CC3)C3=C(C=C(C#N)C=C3)F 4-[(5'S,7a'R)-5'-(3,5-difluorophenyl)-3'-oxotetrahydro-1H,3'H-spiro[piperidine-4,2'-pyrrolo[2,1-b][1,3]oxazol]-1-yl]-3-fluorobenzonitrile